CS(=O)(=O)OC[C@@H]1CC[C@H](CC1)N1C(N=C(C=C1)NC(C1=CC=CC=C1)=O)=O (trans-4-(4-benzamido-2-oxopyrimidin-1(2H)-yl)cyclohexyl)methyl methanesulfonate